1-((2-(Trimethylsilyl)ethoxy)methyl)-1H-imidazole-4-carbonitrile C[Si](CCOCN1C=NC(=C1)C#N)(C)C